C1=CC2=CC3=CC(=C(N3)C=C4C=CC(=N4)C=C5C=CC(=N5)C=C1N2)C6=CC=NC=C6 4-pyridylporphyrin